Ammonium 2-({4-[2-(4-chloro-2-fluorophenyl)-2-methyl-1,3-benzodioxol-4-yl]piperidin-1-yl}methyl)-1-[(1-ethyl-1H-imidazol-5-yl)methyl]-1H-benzimidazole ClC1=CC(=C(C=C1)C1(OC2=C(O1)C=CC=C2C2CCN(CC2)CC2=NC1=C(N2CC2=CN=CN2CC)C=CC=C1)C)F.[NH4+]